(15R)-15-methyl-5-[5-(trideuteriomethyl)-2-vinyl-4-pyridyl]-11-thia-6,14,17-triazatetracyclo[8.8.0.0^2,7.0^12,18]octadeca-1(10),2(7),3,5,8,12(18)-hexaen-13-one C[C@H]1NC(C=2SC=3C=CC=4N=C(C=CC4C3C2NC1)C1=CC(=NC=C1C([2H])([2H])[2H])C=C)=O